2-(2-(2-isopropylphenyl)-4-((3-methoxy-1-methyl-1H-pyrazol-4-yl)methyl)piperazin-1-yl)-7-azaspiro[3.5]nonane C(C)(C)C1=C(C=CC=C1)C1N(CCN(C1)CC=1C(=NN(C1)C)OC)C1CC2(C1)CCNCC2